germanium-bismuth-tellurium [Te].[Bi].[Ge]